N1(CCC1)C=1C=C(C=CC1)N1C(=C2C(N(N=CC2=C1C)C1=CC=C(C=C1)N1CCOCC1)=O)C 6-(3-(azetidin-1-yl)phenyl)-5,7-dimethyl-2-(4-morpholinophenyl)-2,6-dihydro-1H-pyrrolo[3,4-d]pyridazin-1-one